ethyl 2-(2,6-dichlorophenoxy)propanoate ClC1=C(OC(C(=O)OCC)C)C(=CC=C1)Cl